OC=1C=C(CCCC(=O)N)C=CC1O (3,4-dihydroxyphenethyl)acetamide